C(CC)C(=O)OC=1C2=CC=CC=C2C(=C2C=CC=CC12)OC(=O)CCC 9,10-bis(n-propylcarbonyloxy)anthracene